N-methyl-5-(trifluoromethyl)-1H-pyrrolo[3,2-b]Pyridine-2-carboxamide CNC(=O)C1=CC2=NC(=CC=C2N1)C(F)(F)F